Ethyl 3-(((1-amino-3,3,3-trifluoropropylidene)amino)oxy)acrylate NC(CC(F)(F)F)=NOC=CC(=O)OCC